2-(4-(diphenylamino)benzyl)-5-hydroxy-1-indenone C1(=CC=CC=C1)N(C1=CC=C(CC=2C(C3=CC=C(C=C3C2)O)=O)C=C1)C1=CC=CC=C1